2-(methyl)-5-vinylpyridine CC1=NC=C(C=C1)C=C